N=1N(N=CC1)CC(=O)C=1C=CC(=C(C1)N1C(=NC2=C(C1=O)N=CC=C2)CN2CCN(CC2)C(COC2=CC=C(C=C2)Cl)=O)OC(C)C 3-(5-(2-(2H-1,2,3-triazol-2-yl)acetyl)-2-isopropoxyphenyl)-2-((4-(2-(4-chlorophenoxy)acetyl)piperazin-1-yl)methyl)pyrido[3,2-d]pyrimidin-4(3H)-one